(3S,4S)-1-(4-(((S)-3-((4-fluorobenzyl)amino)-2-heptanamido-3-oxopropyl)carbamoyl)benzoyl)-N3,N4-bis((1S,2R)-2-phenylcyclopropyl)pyrrolidine-3,4-dicarboxamide FC1=CC=C(CNC([C@H](CNC(=O)C2=CC=C(C(=O)N3C[C@H]([C@@H](C3)C(=O)N[C@@H]3[C@H](C3)C3=CC=CC=C3)C(=O)N[C@@H]3[C@H](C3)C3=CC=CC=C3)C=C2)NC(CCCCCC)=O)=O)C=C1